OC(CCCCCCCCCCCCC(=O)O)CCC(CCCCCCCCC)O 14,17-Dihydroxyhexacosanoic acid